8-chloro-4-methylchroman ClC=1C=CC=C2C(CCOC12)C